BrC1=CC=C(C(=N1)N1CCC2(CC2)CC1)C#C 6-(6-bromo-3-ethynylpyridin-2-yl)-6-azaspiro[2.5]octane